N(=[N+]=[N-])C(C(=O)[O-])C azido-propionate